1-(4-(2-(4-(6-cyanopyridin-3-yl)phenyl)propan-2-yl)phenyl)-5-methyl-1H-1,2,4-triazole-3-carboxamide C(#N)C1=CC=C(C=N1)C1=CC=C(C=C1)C(C)(C)C1=CC=C(C=C1)N1N=C(N=C1C)C(=O)N